FC(S(=O)(=O)[O-])(F)F.C(CCC)[N+](CCCC)(CCCC)CCCC tetrabutylammonium trifluoromethanesulfonate